O.N1C=C(C2=CC=CC=C12)CO 3-indolemethanol hydrate